(3S)-4-(6-chloro-7-(2-fluoro-6-methoxyphenyl)-1-(2-isopropyl-4-methylpyridin-3-yl)-2-oxo-1,2-dihydropyrido[2,3-d]pyrimidin-4-yl)-3-methylpiperazine-1-carboxylic acid tert-butyl ester C(C)(C)(C)OC(=O)N1C[C@@H](N(CC1)C=1C2=C(N(C(N1)=O)C=1C(=NC=CC1C)C(C)C)N=C(C(=C2)Cl)C2=C(C=CC=C2OC)F)C